C(C1=CC=CC=C1)N1CC(=C(C(C1)(C)C)Cl)C=O 1-benzyl-4-chloro-5,5-dimethyl-1,2,5,6-tetrahydropyridine-3-carbaldehyde